methyl 8-hydroxyimidazo[1,2-a]pyridine-5-carboxylate OC=1C=2N(C(=CC1)C(=O)OC)C=CN2